C(C=C)(=O)N1C[C@H](C[C@@H]1COC)C1=CC(=C(N1)C(=O)N)C#CC1=C(C(=CC(=C1F)OC)OC)F 5-((3s,5r)-1-acryloyl-5-(methoxymethyl)pyrrolidin-3-yl)-3-((2,6-difluoro-3,5-dimethoxyphenyl)ethynyl)-1H-pyrrole-2-carboxamide